OC1=C(C(=CC(=C1C(=O)NC1=CC=C(C=C1)OC)CCCCC)O)C1C(CCC(=C1)C)C(=C)C 2,6-dihydroxy-N-(4-methoxyphenyl)-5'-methyl-4-pentyl-2'-(prop-1-en-2-yl)-1',2',3',4'-tetrahydro-[1,1'-biphenyl]-3-carboxamide